O=C1N(CCC1)C1=NC=CC=C1 2-(2-oxopyrrolidin-1-yl)pyridin